N=1C(NC(C2=NC3=C(NC12)C=CC=C3)=O)=O 3,10-dihydrobenzopteridine-2,4-dione